C(CCCCCCCCCCC)NC(CCCCCCCCCCC)=O N-dodecyl-lauramide